9-(4-Phenyl-6-(3-(triphenylsilyl)phenyl)-1,3,5-triazin-2-yl)-9H-carbazole C1(=CC=CC=C1)C1=NC(=NC(=N1)C1=CC(=CC=C1)[Si](C1=CC=CC=C1)(C1=CC=CC=C1)C1=CC=CC=C1)N1C2=CC=CC=C2C=2C=CC=CC12